4,4'-((1E,1'E)-1,4-phenylenebis(ethene-2,1-diyl))bis(N,N-di-p-tolylaniline) C1(=CC=C(C=C1)/C=C/C1=CC=C(N(C2=CC=C(C=C2)C)C2=CC=C(C=C2)C)C=C1)/C=C/C1=CC=C(N(C2=CC=C(C=C2)C)C2=CC=C(C=C2)C)C=C1